C(CCC)[Sn](C#C)(CCCC)CCCC tributyl(ethynyl)stannane